4-[3-(3-Hydroxy-4-methoxyphenyl)prop-2-enoyl]benzonitrile OC=1C=C(C=CC1OC)C=CC(=O)C1=CC=C(C#N)C=C1